C(C)OC(=O)C1=NN(C=C1C)COCC[Si](C)(C)C 4-methyl-1-((2-(trimethylsilyl)ethoxy)methyl)-1H-pyrazole-3-carboxylic acid ethyl ester